(E)-2-(((4-ethoxy-4-oxobut-2-en-1-yl) thio) (2-fluorophenyl) methyl)-2-hydroxymalonate C(C)OC(/C=C/CSC(C(C(=O)[O-])(C(=O)[O-])O)C1=C(C=CC=C1)F)=O